ClC=1C=C2C=C(N=NC2=CC1C1CC2(CN(C2)C(=O)OC(C)(C)C)C1)C1=C(C=CC=C1)OCOC tert-butyl 6-{6-chloro-3-[2-(methoxymethoxy)phenyl]cinnolin-7-yl}-2-azaspiro[3.3]heptane-2-carboxylate